9-bromo-2-iodo-3-methyl-5,6-dihydrobenzo[f]imidazo[1,2-d][1,4]oxazepine BrC1=CC2=C(C=3N(CCO2)C(=C(N3)I)C)C=C1